ethyl (3S,4R)-3-((tert-butoxycarbonyl)amino)-4-(methoxy-d3)cyclopentane-1-carboxylate C(C)(C)(C)OC(=O)N[C@H]1CC(C[C@H]1OC([2H])([2H])[2H])C(=O)OCC